CC(C)C1=C(C=C(C=C1O)CCC1=CC=CC=C1)O (1-methylethyl)-5-[(1E)-2-phenylethanyl]-1,3-benzenediol